BrCC\C=C\CCCCCC(OC)OC (3E)-1-bromo-10,10-dimethoxy-3-decene